2-Amino-7-fluoro-4-(5-fluoro-3-((S)-3-((2-hydroxyethyl)(methyl)amino)pyrrolidin-1-yl)-7,9-dihydrofuro[3,4-f]quinazolin-6-yl)thieno[3,2-c]pyridine-3-carbonitrile NC1=C(C=2C(=NC=C(C2S1)F)C=1C2=C(C=3C=NC(=NC3C1F)N1C[C@H](CC1)N(C)CCO)COC2)C#N